BrC1=CC=C(C=C1)N1C(=NC=C1C)C 1-(4-bromophenyl)-2,5-dimethyl-imidazole